FC(OC=1C=NC(=NC1)N[C@@H]1C[C@H](CC1)NC1=CC=C(C=N1)N1C(C=C(C=C1)C(=O)OCC)=O)F ethyl 6'-(((1S,3S)-3-((5-(difluoromethoxy)pyrimidin-2-yl)-amino)cyclopentyl)amino)-2-oxo-2H-[1,3'-bipyridine]-4-carboxylate